ClC1=CC=C(C=C1)C(C(=O)OC)(CC(OCC)OCC)C1=CC=C(C=C1)Cl Methyl 2,2-bis(4-chlorophenyl)-4,4-diethoxybutanoate